4-(2-{[(2R,7aS)-2-fluoro-hexahydropyrrolizin-7a-yl]methoxy}-8-fluoro-5-(pyrazolidin-1-yl)pyrido[4,3-d]pyrimidin-7-yl)-6-fluoro-5-[2-(triisopropylsilyl)ethynyl]naphthal F[C@@H]1C[C@@]2(CCCN2C1)COC=1N=CC2=C(N1)C(=C(N=C2N2NCCC2)C2=CC=C(C1=CC=C(C(=C21)C#C[Si](C(C)C)(C(C)C)C(C)C)F)C=O)F